1-[5-(5-chloro-2-methoxypyridin-4-yl)-1H-pyrazole-3-carbonyl]-N-[(4-oxo-3,4-dihydrophthalazin-1-yl)methyl]piperidine-4-carboxamide ClC=1C(=CC(=NC1)OC)C1=CC(=NN1)C(=O)N1CCC(CC1)C(=O)NCC1=NNC(C2=CC=CC=C12)=O